C(#CC)C1=CC=C(OC=2N=NNC2C(=O)O)C=C1 4-(4-(prop-1-ynyl)phenoxy)-1H-1,2,3-triazole-5-carboxylic acid